COC(=O)C1C(N(N=C(C1)C1=CC=C(C=C1)Cl)C1=CC(=CC=C1)Cl)=O 2-(3-chlorophenyl)-6-(4-chlorophenyl)-3-oxo-2,3,4,5-tetrahydropyridazine-4-carboxylic acid methyl ester